5-(2-chloro-5-(isobutyrylaminomethyl)benzoylamino)-1-propyl-N-(3-(trifluoromethyl)phenyl)-1H-indole-2-carboxamide ClC1=C(C(=O)NC=2C=C3C=C(N(C3=CC2)CCC)C(=O)NC2=CC(=CC=C2)C(F)(F)F)C=C(C=C1)CNC(C(C)C)=O